S(C1=C(C(=CC(=C1)C)C(C)(C)C)O)C1=C(C(=CC(=C1)C)C(C)(C)C)O 2,2'-thiobis(6-(1,1-dimethylethyl)-4-methylphenol)